C(=O)(OC(C)(C)C)N1[C@H](C[C@H](C1)O)C(=O)O N-Boc-cis-4-hydroxy-D-Proline